CC=1C=NN(C1B1OC(C(O1)(C)C)(C)C)C1OCCCC1 4-methyl-1-(tetrahydro-2H-pyran-2-yl)-5-(4,4,5,5-tetramethyl-1,3,2-dioxaborolan-2-yl)-1H-pyrazole